COC/C=C/C(=O)NC1=C2CN(CC2=CC=C1)C(=O)OC(C)(C)C tert-butyl (E)-4-(4-methoxybut-2-enamido)isoindoline-2-carboxylate